1-(4-{3-[(1r,3R,5S,7r)-3,5-dimethyladamantan-1-yl]ureido}benzoyl)-N,N-Dimethylpiperidine-4-carboxamide C[C@]12CC3(CC(C[C@@](C1)(C3)C)C2)NC(NC2=CC=C(C(=O)N3CCC(CC3)C(=O)N(C)C)C=C2)=O